1-((2S,4s,6R)-2,6-dimethylpiperidin-4-yl)-1H-pyrazol-4-amine C[C@@H]1N[C@@H](CC(C1)N1N=CC(=C1)N)C